Beta-Cyclobutyl-L-Alanine C1(CCC1)C[C@H](N)C(=O)O